2-((3,5-Dimethoxyphenyl)(3-(1-methyl 1H-pyrazol-4-yl)cinnolin-6-yl)amino)ethyl methanesulfonate CS(=O)(=O)OCCN(C=1C=C2C=C(N=NC2=CC1)C=1C=NN(C1)C)C1=CC(=CC(=C1)OC)OC